CS(=O)(=O)C1CCN(CC1)CC1=CC=C(C=C1)C1=CC2=C(N=CC=3NC(N(CC32)C3CCC(CC3)C(=O)O)=O)N1 4-(8-(4-((4-(methylsulfonyl)piperidin-1-yl)methyl)phenyl)-3-oxo-1,3,4,7-tetrahydro-2H-pyrrolo[3',2':5,6]pyrido[3,4-d]pyrimidin-2-yl)cyclohexane-1-carboxylic acid